NC1=C(SC2=NC(=CC=C21)C)C(=O)N[C@@H]2CC=1C=CC(=NC1[C@H](C2)C)N2CCNCC2 3-amino-6-methyl-N-[(6S,8S)-8-methyl-2-(piperazin-1-yl)-5,6,7,8-tetrahydroquinolin-6-yl]thieno[2,3-b]pyridine-2-carboxamide